C[C@@H]1C[C@@H](CN1)O (3S,5r)-5-methylpyrrolidin-3-ol